C1(CCC1)CN[C@H]1CN(CCC1)C1=CC(N(C=C1)C(C)N1N=C(N=N1)C=1C=NC=C(C1)OC)=O 4-((R)-3-((cyclobutylmethyl)amino)piperidin-1-yl)-1-(1-(5-(5-methoxypyridin-3-yl)-2H-tetrazol-2-yl)ethyl)pyridin-2(1H)-one